4,4'-oxybisbenzoic acid O(C1=CC=C(C(=O)O)C=C1)C1=CC=C(C(=O)O)C=C1